NC=1C=C(C=C2C=C(N=CC12)NC(CC1=CC=NN1)=O)C=1C=NC=CC1CC N-(8-amino-6-(4-ethylpyridin-3-yl)isoquinolin-3-yl)-2-(1H-pyrazol-5-yl)acetamide